3-amino-6-(2-chlorophenyl)-5-phenylpyrazine-2-carbonitrile NC=1C(=NC(=C(N1)C1=CC=CC=C1)C1=C(C=CC=C1)Cl)C#N